FC(C)(C)C1=NC=C(C(=O)O)C=C1 6-(2-Fluoropropan-2-yl)nicotinic acid